[4-(3,5-dioxo-1,2,4-triazolidin-4-yl)phenyl]methyl-trimethyl-ammonium trifluoroacetate FC(C(=O)[O-])(F)F.O=C1NNC(N1C1=CC=C(C=C1)C[N+](C)(C)C)=O